BrC=1C=C(C=CC1)CC1=NN=NN1 5-[(3-bromophenyl)methyl]-1H-1,2,3,4-tetrazole